OC(CN)COC1=C(C=CC=C1)C(C)C 2-hydroxy-3-[2-(propan-2-yl)phenoxy]propylamine